(S)-3-hydroxy-pyrrolidine-1-carboxylic acid O[C@@H]1CN(CC1)C(=O)O